FC1=C(C(=CC(=C1)F)F)C(=N)N(C(C)C)C(C)C 2,4,6-trifluoro-N,N-diisopropylbenzeneformamidine